5-Amino-3-bromo-1H-pyrazole NC1=CC(=NN1)Br